1-(6-cyclopropyl-2-fluoropyridin-3-yl)ethan-1-ol C1(CC1)C1=CC=C(C(=N1)F)C(C)O